BrC1=C(C=CC(=C1)OC)OCCC 2-bromo-4-methoxy-1-propoxybenzene